2-hydroxyphenyl-s-triazine OC1=C(C=CC=C1)C1=NC=NC=N1